Isopentylchlorid C(CC(C)C)Cl